CN(C=1C2=C(N=C(N1)C1=CC=NC=C1)C=NC=C2)C(C(F)(F)F)C n-methyl-2-(pyridin-4-yl)-N-[1,1,1-trifluoropropan-2-yl]Pyrido[3,4-d]Pyrimidin-4-amine